N-[(2R)-8-fluoro-6-hydroxy-7-(1,1,4-trioxo-1λ6,2,5-thiadiazolidin-2-yl)-1,2,3,4-tetrahydronaphthalen-2-yl]acetamide FC=1C(=C(C=C2CC[C@H](CC12)NC(C)=O)O)N1S(NC(C1)=O)(=O)=O